N=1N=CN2C1CN(CC2)C2=NC=C(C=N2)C=2N(C(C1=CC(=CC(=C1C2)[C@@H](C)NC2=C(C=C(C=C2)F)S(=O)(=O)C)C)=O)C (R)-3-(2-(5,6-dihydro-[1,2,4]triazolo[4,3-a]pyrazin-7(8H)-yl)pyrimidin-5-yl)-5-(1-((4-fluoro-2-(methylsulfonyl)phenyl)amino)ethyl)-2,7-dimethylisoquinolin-1(2H)-one